3-(3-fluoropyridin-4-yl)-5-(1-methyl-1H-pyrazol-4-yl)thieno[3,2-b]pyridine FC=1C=NC=CC1C1=CSC=2C1=NC(=CC2)C=2C=NN(C2)C